tert-butyl-dimethyl(prop-2-yn-1-yloxy)silane C(C)(C)(C)[Si](OCC#C)(C)C